NC1=C(C2=C(N1C1=C(C(=CC=C1C)OC)C)C=C(S2)C(=O)OC)C(N)=O methyl 5-amino-6-carbamoyl-4-(3-methoxy-2,6-dimethylphenyl)-4H-thieno[3,2-b]pyrrole-2-carboxylate